S1N=C(C2=C1C=CC=C2)N2CCN(CC2)CCN2N=CC=1N(C2=O)C=CC1 3-[2-(4-benzo[d]isothiazol-3-yl-piperazin-1-yl)-ethyl]-3H-pyrrolo[1,2-d][1,2,4]triazin-4-one